5-(4-((3-chloro-8-fluoro-2-oxo-1,2-dihydroquinolin-7-yl)methyl-d2)piperazin-1-yl)-6-fluoro-N-methylpyridineamide ClC=1C(NC2=C(C(=CC=C2C1)C(N1CCN(CC1)C=1C=CC(=NC1F)C(=O)NC)([2H])[2H])F)=O